C(C)(=O)O[C@@]1(CC[C@H]2[C@@H]3CCC4=CC(CCC4=C3[C@H](C[C@]12C)C1=CC=C(C=C1)N(C)CCCCO)=O)C(C)=O [(8S,11R,13S,14S,17R)-17-acetyl-11-[4-[4-hydroxybutyl(methyl) amino]phenyl]-13-methyl-3-oxo-1,2,6,7,8,11,12,14,15,16-decahydrocyclopenta[a]phenanthren-17-yl] acetate